N,N'-dilauryl ethylenediamine dipropionate sodium [Na+].C(CC)(=O)[O-].C(CC)(=O)[O-].C(CCCCCCCCCCC)NCCNCCCCCCCCCCCC.[Na+]